C(C1=CC=CC=C1)C1N(CC1)CC1CCN(CC1)C1=CC(=C(C=C1)[N+](=O)[O-])OC benzyl-1-((1-(3-methoxy-4-nitrophenyl)piperidin-4-yl)methyl)azetidine